1-HEPTANOIC ACID-HEMICALCIUM SALT [Ca+2].C(CCCCCC)(=O)[O-].C(CCCCCC)(=O)[O-].C(CCCCCC)(=O)[O-].C(CCCCCC)(=O)[O-]